C(C1=CC=CC=C1)C1N(CCN(C1)C=1C(=NC(=NC1)C=1C(=NOC1C1CC1)C1=NN(C2=NC=NC(=C21)N)C(C)C)C)C(=O)OCC(CCCCCCCCCC)CCCCCCCC 2-octyl-dodecanol benzyl-4-[2-[3-(4-amino-1-isopropyl-pyrazolo[3,4-d]pyrimidin-3-yl)-5-cyclopropyl-isoxazol-4-yl]-4-methyl-pyrimidin-5-yl]piperazine-1-carboxylate